6-(5-chloro-2-((oxan-4-yl)amino)pyrimidin-4-yl)-2-(2-(5-(hydroxymethyl)-1-methyl-3,4-dihydroisoquinolin-2(1H)-yl)-2-oxoethyl)isoindolin-1-one ClC=1C(=NC(=NC1)NC1CCOCC1)C1=CC=C2CN(C(C2=C1)=O)CC(=O)N1C(C2=CC=CC(=C2CC1)CO)C